C(C=C)(=O)N1[C@@H](CN(C[C@@H]1C)C=1C2=C(N(C(N1)=O)C=1C(=NC=NC1C(C)C)C(C)C)N=C(C(=C2)Cl)C2=C(C=CC=C2)F)C 4-(4-propenoyl-cis-3,5-dimethylpiperazin-1-yl)-6-chloro-1-(4,6-diisopropylpyrimidin-5-yl)-7-(2-fluorophenyl)pyrido[2,3-d]pyrimidin-2(1H)-one